3-(5-(1-((3-(1-methyl-1H-imidazol-5-yl)-4-oxo-3,4-dihydroquinazolin-6-yl)methyl)piperidin-4-yl)-1-oxoisoindolin-2-yl)piperidine-2,6-dione CN1C=NC=C1N1C=NC2=CC=C(C=C2C1=O)CN1CCC(CC1)C=1C=C2CN(C(C2=CC1)=O)C1C(NC(CC1)=O)=O